tert-butyl N-[(1S)-2-amino-1-[[(2S)-4-methyl-3-oxo-1,4-benzoxazin-2-yl]methyl]-2-oxo-ethyl]carbamate NC([C@H](C[C@@H]1OC2=C(N(C1=O)C)C=CC=C2)NC(OC(C)(C)C)=O)=O